(3S)-3-Methylazetidine-1,2-dicarboxylic acid 1-benzyl 2-(tert-butyl) ester C(C)(C)(C)OC(=O)C1N(C[C@@H]1C)C(=O)OCC1=CC=CC=C1